COC=1C=C(C=C(C1)OC)NC1=CC=NC2=CC(=C(C=C12)OC)OC N-(3,5-Dimethoxyphenyl)-6,7-dimethoxyquinolin-4-amine